C(C)(C)C(C(C(=O)[O-])(O)C(C)C)(O)C(=O)[O-] (-)-diisopropyltartrate